N-[(E)-N-Methoxy-C-methyl-carbonimidoyl]-4-(5-(trifluoromethyl)-1,2,4-oxadiazol-3-yl)-benzamide CO\N=C(/C)\NC(C1=CC=C(C=C1)C1=NOC(=N1)C(F)(F)F)=O